ClCCCS(=N)=O (3-chloropropyl)(oxo)-λ6-sulfanimine